(R)-2-(6-chloro-1-oxoisoquinolin-2(1H)-yl)-N-(4-(1-methyl-1H-pyrazol-5-yl)phenyl)propanamide ClC=1C=C2C=CN(C(C2=CC1)=O)[C@@H](C(=O)NC1=CC=C(C=C1)C1=CC=NN1C)C